rac-2-((3R,5R)-1,5-dimethylpiperidin-3-yl)-6-(4,4,5,5-tetramethyl-1,3,2-dioxaborolan-2-yl)-2H-indazole CN1C[C@@H](C[C@H](C1)C)N1N=C2C=C(C=CC2=C1)B1OC(C(O1)(C)C)(C)C |r|